3-(3-Chloro-4-fluorophenyl)-1-(1H-pyrazol-3-yl)-1-((1,4,5,6-tetrahydropyrano[2,3-c]pyrazol-3-yl)methyl)urea ClC=1C=C(C=CC1F)NC(N(CC=1C2=C(NN1)OCCC2)C2=NNC=C2)=O